F[C@@H](CCN1CCC2(CS(C2)(=O)=O)CC1)C=1C=NC(=CC1)C(F)(F)F (S)-7-(3-Fluoro-3-(6-(trifluoromethyl)pyridin-3-yl)propyl)-2-thia-7-azaspiro[3.5]nonane 2,2-dioxide